5-((4-chloro-5-((2,2'-dimethyl-4''-(2-oxoethoxy)-3''-(trifluoromethyl)-[1,1':3',1''-terphenyl]-3-yl)methoxy)-2-formylphenoxy)methyl)nicotinonitrile ClC1=CC(=C(OCC=2C=NC=C(C#N)C2)C=C1OCC=1C(=C(C=CC1)C1=C(C(=CC=C1)C1=CC(=C(C=C1)OCC=O)C(F)(F)F)C)C)C=O